O1C(=NC2=C1C=CC=C2)C=2C=C(C(=NC2)C(C)C)NC(OC(C)(C)C)=O tert-butyl N-[5-(1,3-benzoxazol-2-yl)-2-isopropylpyridin-3-yl]carbamate